6-bromo-1,3-dihydro-2H-pyrrolo[3,2-b]pyridin-2-one BrC=1C=C2C(=NC1)CC(N2)=O